FC1=CC(=C2C=C(N(C2=C1)CC(F)(F)F)C#CCNC1=C(C=C(C=C1)S(N)(=O)=O)OC)N(C(OC(C)(C)C)=O)C1CCN(CC1)C tert-butyl (6-fluoro-2-(3-((2-methoxy-4-sulfamoylphenyl)amino)prop-1-yn-1-yl)-1-(2,2,2-trifluoroethyl)-1H-indol-4-yl)(1-methylpiperidin-4-yl)carbamate